CN1CC2=C(C3=CC=CC(=C13)N)N(N=C2)COCC[Si](C)(C)C 5-methyl-1-((2-(trimethylsilyl)ethoxy)methyl)-4,5-dihydro-1H-pyrazolo[4,3-c]quinolin-6-amine